[3-(5-fluoro-2,1-benzoxaborol-1(3H)-yl)phenyl]methyl 8-hydroxyquinoline-2-carboxylate OC=1C=CC=C2C=CC(=NC12)C(=O)OCC1=CC(=CC=C1)B1OCC2=C1C=CC(=C2)F